((6-(3-cyanophenoxy)pyridin-3-yl)methyl)carbamic acid tert-butyl ester C(C)(C)(C)OC(NCC=1C=NC(=CC1)OC1=CC(=CC=C1)C#N)=O